BrC1=NN=C2N1CCN(C2=O)C(=O)OC(C)(C)C tert-butyl 3-bromo-8-oxo-5,6-dihydro-[1,2,4]triazolo[4,3-a]pyrazin-7(8H)-carboxylate